C(=CC)F propenyl fluoride